(R)-2-((2-ethyl-7-methyl-5-(6-(tetrahydrofuran-2-carbonyl)-2,6-diazaspiro[3.4]octane-2-yl)pyrazolo[1,5-a]pyridin-3-yl)(methyl)amino)-4-(4-fluorophenyl)thiazole-5-carbonitrile C(C)C1=NN2C(C=C(C=C2C)N2CC3(C2)CN(CC3)C(=O)[C@@H]3OCCC3)=C1N(C=1SC(=C(N1)C1=CC=C(C=C1)F)C#N)C